C(C)(C)(C)NS(=O)(=O)C=1C=C(C=CC1C1=CN=C(S1)C1=CC=C(C=C1)NC(=O)OC(C)C)NC(OC1=CC=C(C=C1)[N+](=O)[O-])=O (4-nitrophenyl) N-[3-(tert-butylsulfamoyl)-4-[2-[4-(isopropoxycarbonylamino) phenyl]thiazol-5-yl]phenyl]carbamate